4-methyltetrazol-5-one CN1N=NNC1=O